N-[3-(dimethylamino)propyl]-7-(2-isopropoxyanilino)thiazolo[5,4-d]pyrimidine-2-carboxamide CN(CCCNC(=O)C=1SC=2N=CN=C(C2N1)NC1=C(C=CC=C1)OC(C)C)C